2-[1-hydroxy-2-(4-methyl-1-piperazinyl)ethyl]-4-(trifluoromethyl)-N-[1-[3-(trifluoromethyl)phenyl]ethyl]-5-thiazolecarboxamide OC(CN1CCN(CC1)C)C=1SC(=C(N1)C(F)(F)F)C(=O)NC(C)C1=CC(=CC=C1)C(F)(F)F